bis[4-(methoxy) phenyl] sulfoxide COC1=CC=C(C=C1)S(=O)C1=CC=C(C=C1)OC